BrC1=C(C=C2C=C(N=CC2=C1)N(C(OC(C)(C)C)=O)CCCC(F)(F)F)C(F)(F)P(=O)(OCC)OCC tert-butyl (7-bromo-6-((diethoxyphosphoryl)difluoromethyl)isoquinolin-3-yl)(4,4,4-trifluorobutyl)carbamate